ClC=1C=C(C(=O)N)C=C(C1C)Cl 3,5-dichloro-4-methylbenzamide